7'-(4-(dibenzo[b,d]furan-3-yl)-6-phenyl-1,3,5-triazin-2-yl)spiro[fluorene-9,5'-indeno[1,2-b]pyridine] C1=CC(=CC=2OC3=C(C21)C=CC=C3)C3=NC(=NC(=N3)C3=CC=CC=C3)C=3C=C2C1(C=4C(=NC=CC4)C2=CC3)C3=CC=CC=C3C=3C=CC=CC31